3-chloro-N-(2-ethyl-2-hydroxy-1-phenylbutyl)-1-methyl-1H-pyrrolo[2,3-b]pyridine-5-carboxamide ClC1=CN(C2=NC=C(C=C21)C(=O)NC(C(CC)(O)CC)C2=CC=CC=C2)C